1,1,1,3,3,3-hexafluoropropan-2-yl 4-(2-(pyrrolidin-1-yl)-4-(trifluoromethyl)benzyl)piperazine-1-carboxylate hydrochloride salt Cl.N1(CCCC1)C1=C(CN2CCN(CC2)C(=O)OC(C(F)(F)F)C(F)(F)F)C=CC(=C1)C(F)(F)F